Tetrahydrofuran-3,4-diyldiacetate O1CC(C(C1)CC(=O)[O-])CC(=O)[O-]